C(C)(C)(C)OC(=O)N1CCC(CC1)C=1C(=C2C(=CN1)NC=C2Br)F 4-(3-bromo-4-fluoro-1H-pyrrolo[2,3-c]pyridin-5-yl)piperidine-1-carboxylic acid tert-butyl ester